FC1=CC=C(OC=2C=3C4=C(N(C3C=CC2)C)CCN(CC4)C)C=C1 10-(4-fluorophenoxy)-3,6-dimethyl-1,2,3,4,5,6-hexahydroazepino[4,5-b]indole